NCC1(COC1)NC1CCC(CC1)N[C@@H]1C[C@@H](N(C2=CC=CC=C12)C(CC)=O)C 1-((2S,4R)-4-(((1r,4R)-4-((3-(aminomethyl)oxetan-3-yl)amino)cyclohexyl)amino)-2-methyl-3,4-dihydroquinolin-1(2H)-yl)propan-1-one